FC(C(=O)O)(F)F.FC=1C=2N(C=C(C1)NC(=O)N1CCC=3C1=NC=CC3N3C[C@@H](N(CC3)C(C)C)C)C=C(N2)C (S)-N-(8-fluoro-2-methylimidazo[1,2-a]pyridin-6-yl)-4-(4-isopropyl-3-methylpiperazin-1-yl)-2,3-dihydro-1H-pyrrolo[2,3-b]pyridine-1-carboxamide 2,2,2-trifluoroacetate